2-fluoro-3-(2,2-difluoro-1,3-benzodioxole-5-carboxamido)benzoic acid FC1=C(C(=O)O)C=CC=C1NC(=O)C1=CC2=C(OC(O2)(F)F)C=C1